FC1(CCC(CC1)C1=NC=CC(=C1NC(C(C)(C)C)=O)C1=C(C=CC(=C1)F)F)F N-(2-(4,4-difluorocyclohexyl)-4-(2,5-difluorophenyl)pyridin-3-yl)pivalamide